FC1(CC=2C3=C(C(NC2C(C1)(C)CO)=O)SC(=C3)C=3C=NN(C3)COCC[Si](C)(C)C)F 8,8-difluoro-6-(hydroxymethyl)-6-methyl-2-(1-((2-(trimethylsilyl)ethoxy)methyl)-1H-pyrazol-4-yl)-6,7,8,9-tetrahydrothieno[2,3-c]Quinolin-4(5H)-one